N-(4-(2-(3-Cyano-4-fluorophenyl)propyl)-6-(((R)-1-hydroxy-4-methylpentan-2-yl)amino)-1,3,5-triazin-2-yl)methanesulfonamide C(#N)C=1C=C(C=CC1F)C(CC1=NC(=NC(=N1)N[C@@H](CO)CC(C)C)NS(=O)(=O)C)C